2,6-dioxopiperidine-4-formamide O=C1NC(CC(C1)C(=O)N)=O